2-Iodostyrol IC1=C(C=C)C=CC=C1